(1r,2s,3r)-3-hydroxy-2,3-dimethylcyclobutyl (8-amino-7-fluoro-6-(8-methyl-2,3-dihydro-1H-pyrido[2,3-b][1,4]oxazin-7-yl)isoquinolin-3-yl)carbamate NC=1C(=C(C=C2C=C(N=CC12)NC(O[C@H]1[C@@H]([C@](C1)(C)O)C)=O)C1=C(C2=C(OCCN2)N=C1)C)F